2-[3-ethylsulfonyl-4-[5-methoxy-3-methyl-4-oxo-6-(trifluoromethyl)imidazo[4,5-c]pyridin-2-yl]phenyl]-2-methyl-propanenitrile C(C)S(=O)(=O)C=1C=C(C=CC1C1=NC2=C(C(N(C(=C2)C(F)(F)F)OC)=O)N1C)C(C#N)(C)C